(5-(1-cyclohexyl-6-tosyl-1,6-dihydroimidazo[4,5-d]pyrrolo[2,3-b]pyridin-2-yl)furan-2-yl)methanol C1(CCCCC1)N1C(=NC=2C1=C1C(=NC2)N(C=C1)S(=O)(=O)C1=CC=C(C)C=C1)C1=CC=C(O1)CO